7-(6-(2-azabicyclo[4.1.0]heptane-2-carbonyl)naphthalen-1-yl)-2-methyl-5,6,7,8-tetrahydro-[1,2,4]triazolo[4,3-a]pyrazin-3(2H)-one C12N(CCCC2C1)C(=O)C=1C=C2C=CC=C(C2=CC1)N1CC=2N(CC1)C(N(N2)C)=O